2-[(2,4-difluoro-6-hydroxy-phenyl)methyl]-N,N-diethyl-thiophene-3-carboxamide FC1=C(C(=CC(=C1)F)O)CC=1SC=CC1C(=O)N(CC)CC